N1C(NC=C1)=S 1,3-dihydroimidazole-2-thione